FC1=CC=C(C=C1)C(CCOC)OC (p-fluorophenyl)-1,3-dimethoxypropane